1-[4-(3'-Methyl-biphenyl-2-sulfonyl)-phenyl]-3-(1H-pyrazol-4-ylmethyl)-urea CC=1C=C(C=CC1)C=1C(=CC=CC1)S(=O)(=O)C1=CC=C(C=C1)NC(=O)NCC=1C=NNC1